ClC1=C(C=CC(=C1)F)NC(=O)C1=CN=C(S1)N1CCC(CC1)N1C[C@@H](CCC1)C N-(2-chloro-4-fluorophenyl)-2-[(3R)-3-methyl-[1,4'-bipiperidine]-1'-yl]-1,3-thiazole-5-carboxamide